C[C@H]1[C@@H](C[C@H]([C@@H](O1)O[C@H](C)CCCCCCCCCCCCCCCCCCCCCC(C)C(=O)O)O)O The molecule is an (omega-1)-hydroxy fatty acid ascaroside obtained by obtained by formal condensation of the alcoholic hydroxy group of (24R)-2-methylpentacosanoic acid with ascarylopyranose (the alpha anomer). It is a metabolite of the nematode Caenorhabditis elegans. It has a role as a Caenorhabditis elegans metabolite. It is an (omega-1)-hydroxy fatty acid ascaroside and a monocarboxylic acid.